OC1=C(C(=CC(=C1)C(F)(F)F)C)C=1C=NC=2C(N1)=NN(C2C)[C@@H]2CCC(N(C2)CC2=CC=C(C=C2)OC)=O |r| (R and S)-5-(6-(2-hydroxy-6-methyl-4-(trifluoromethyl)phenyl)-3-methyl-2H-pyrazolo[3,4-b]pyrazin-2-yl)-1-(4-methoxybenzyl)piperidin-2-one